[N+](=O)([O-])C1=CC=C(C=C1)S(=O)(=O)NC([C@H](CC1=CC=C(C=C1)Br)NC(CN1C(SC(C1=O)=CC1=CC=C(C=C1)C1=CC=C(C=C1)Cl)=O)=O)=O (S)-N-(4-Nitrobenzenesulfonyl)-2-(2-(5-((4'-chloro-[1,1'-biphenyl]-4-yl)methylene)-thiazolidine-2,4-dione-3-yl)acetamido)-3-(4-bromophenyl)propionamide